(1s,4s)-4-(3-bromoanilino)-2'-phenyl-2',3'-dihydrospiro[cyclohexane-1,1'-indene]-4-carboxylic acid BrC=1C=C(NC2(CCC3(C(CC4=CC=CC=C34)C3=CC=CC=C3)CC2)C(=O)O)C=CC1